ClC=1C=C(C=CC1Cl)C(CNC(OC(C)(C)C)=O)NS(=O)(=O)C1=CC=C(C=C1)OC(F)(F)F tert-butyl (2-(3,4-dichlorophenyl)-2-((4-(trifluoromethoxy)phenyl)sulfonamido) ethyl)carbamate